C1(=CC=CC=C1)P(OC(C1=C(C=C(C=C1C)C)C)=O)([O-])[O-] (2,4,6-trimethylbenzoyl) phenylphosphite